NCC=1C=C2CN(C(C2=CC1OC)=O)C1C(NC(CC1)=O)=O 3-(5-(aminomethyl)-6-methoxy-1-oxoisoindolin-2-yl)piperidine-2,6-dione